Cl.NC\C=C(\CN1N=NC2=C1C=CC=C2C=2C=C(C=CC2)S(=O)(=O)NC)/F (Z)-3-(1-(4-amino-2-fluoro-but-2-en-1-yl)-1H-benzo[d][1,2,3]triazol-4-yl)-N-methylbenzenesulfonamide hydrochloride